C(C=1C=C(C(N)=CC1)C)C=1C=C(C(N)=CC1)C 4,4'-methylene-di-o-toluidine